N[C@@H]1C[C@@H]2N([C@@H](CN(C2)C2=C3C=CC=NC3=C(C=C2)C#N)C)C1 5-[(4R,7R,8aS)-7-amino-4-methyl-3,4,6,7,8,8a-hexahydro-1H-pyrrolo[1,2-a]pyrazin-2-yl]quinoline-8-carbonitrile